methyl (2R,3S,5R)-2-((((1S,3S,6R)-6-(5-fluoropyrimidin-2-yl)bicyclo[4.1.0]heptan-3-yl)oxy)methyl)-5-methyl-3-(propylsulfonamido)pyrrolidine-1-carboxylate FC=1C=NC(=NC1)[C@]12CC[C@@H](C[C@@H]2C1)OC[C@@H]1N([C@@H](C[C@@H]1NS(=O)(=O)CCC)C)C(=O)OC